C(C1=CC=CC=C1)C1=C(OC[C@@H](C)N2[C@H](CCCC2)C)C=CC=C1 (S)-1-((R)-1-(2-benzylphenoxy)propan-2-yl)-2-methylpiperidine